ClC1=C2C=NN(C2=CC=C1N/C(=C/C(=O)C1=CC(=CC=C1)[N+](=O)[O-])/SC)C1OCCCC1 (Z)-3-((4-chloro-1-(tetrahydro-2H-pyran-2-yl)-1H-indazol-5-yl)amino)-3-(methylthio)-1-(3-nitrophenyl)prop-2-en-1-one